(6r,7r)-3-(((3-(2-fluoro-4-nitrophenoxy)-3-oxopropyl)thio)methyl)-8-oxo-7-(2-phenylacetamido)-5-thia-1-azabicyclo[4.2.0]oct-2-ene-2-carboxylic acid FC1=C(OC(CCSCC2=C(N3C([C@H]([C@H]3SC2)NC(CC2=CC=CC=C2)=O)=O)C(=O)O)=O)C=CC(=C1)[N+](=O)[O-]